ClC=1C=C(C=CC1)C1(NC(N(CC1)C1=CC=2N(C=C1)C(=NC2)C(=O)OC)=O)C2CCCC2 methyl 7-(4-(3-chlorophenyl)-4-cyclopentyl-2-oxotetrahydropyrimidin-1(2H)-yl)imidazo[1,5-a]pyridine-3-carboxylate